5-((carboxymethyl)amino)pentanoic acid C(=O)(O)CNCCCCC(=O)O